CC=1C=CC=2N(C3=CC=C(C=C3C2C1)C)C1=C(C(=C(C(=C1N1C2=CC=C(C=C2C=2C=C(C=CC12)C)C)N1C2=CC=C(C=C2C=2C=C(C=CC12)C)C)C1=NC(=CC=C1)C1=CC=CC=C1)C1=C(C=CC=C1)C)C#N 3,4,5-tris(3,6-dimethyl-9H-carbazol-9-yl)-2'-methyl-6-(6-phenylpyridin-2-yl)-[1,1'-biphenyl]-2-carbonitrile